1-(2-fluoro-5-(trifluoromethyl)phenyl)ethan-1-amine FC1=C(C=C(C=C1)C(F)(F)F)C(C)N